C(C)(C)(C)OC(N(C1=CC=C(C=C1)N1CCN(CC1)C1COC1)C=1C=2N(C(=C(N1)C1=NC(=CN=C1)N(C(=O)OC(C)(C)C)C(=O)OC(C)(C)C)C)C=CN2)=O tert-Butyl(6-(6-(bis(tert-butoxycarbonyl)amino)pyrazin-2-yl)-5-methylimidazo[1,2-a]pyrazin-8-yl)(4-(4-(oxetan-3-yl)piperazin-1-yl)phenyl)carbamate